1-undecyl-4-propylpiperidinium cyanid [C-]#N.C(CCCCCCCCCC)[NH+]1CCC(CC1)CCC